3-(bromo(3-bromophenyl)methyl)-4-methyl-4H-1,2,4-triazole BrC(C1=NN=CN1C)C1=CC(=CC=C1)Br